4-cyclopropyl-2-(N-methylmethanesulfonamido)benzene C1(CC1)C1=CC(=CC=C1)N(S(=O)(=O)C)C